O=C1NC(CCC1N1C(C2=CC=CC(=C2C1=O)NCC1CC2(C1)CCN(CC2)C(=O)OC(C)(C)C)=O)=O Tert-butyl 2-[[[2-(2,6-dioxo-3-piperidyl)-1,3-dioxo-isoindolin-4-yl]amino]methyl]-7-azaspiro[3.5]nonane-7-carboxylate